FC1=CC=2C(C3=C(NC2N=C1)CC(CC3=O)(C)C)(C)C3=CC(=CC=C3)OC(C)C 3-fluoro-5-(3-isopropoxyphenyl)-5,8,8-trimethyl-9,10-dihydro-7H-benzo[b][1,8]naphthyridin-6-one